methyl 4-[(4,5-dihydro-3-methoxy-4-methyl-5-oxo-1H-1,2,4-triazol-1-yl)carbonylsulfamoyl]-5-methylthiophene-3-carboxylate COC1=NN(C(N1C)=O)C(=O)NS(=O)(=O)C=1C(=CSC1C)C(=O)OC